2',3-Bis[(3-[3,5-di-tert-butyl-4-hydroxyphenyl]propionyl)]propionohydrazid C(C)(C)(C)C=1C=C(C=C(C1O)C(C)(C)C)CCC(=O)NNC(CCC(CCC1=CC(=C(C(=C1)C(C)(C)C)O)C(C)(C)C)=O)=O